C1(=CC=CC=C1)CCNCCNC(OC(C)(C)C)=O tert-butyl {2-[(2-phenylethyl)amino]ethyl}carbamate